C(C)(C)(C)C1C=2C=C(C(N(C2C2=C(C1)N1C(=N2)C(=C(C=C1)OC)OC(F)F)CC1=C(C=C(C=C1)OC)OC)=O)C(=O)OC methyl 5-(tert-butyl)-11-(difluoromethoxy)-1-(2,4-dimethoxybenzyl)-10-methoxy-2-oxo-1,2,5,6-tetrahydropyrido[2',1':2,3]imidazo[4,5-h]quinoline-3-carboxylate